4-fluoro-N-[2-[1-[(1R)-3-(hydroxyamino)-1-(2-naphthylmethyl)-3-oxo-propyl]triazol-4-yl]ethyl]benzamide FC1=CC=C(C(=O)NCCC=2N=NN(C2)[C@@H](CC(=O)NO)CC2=CC3=CC=CC=C3C=C2)C=C1